N1N=CC2=C(C=CC=C12)CN1N=CC2=C(C1=O)N(C1=C2N=C(S1)CC1=CC=NN1)C 6-((1H-indazol-4-yl)methyl)-2-((1H-pyrazol-5-yl)methyl)-4-methyl-4,6-dihydro-5H-thiazolo[4',5':4,5]pyrrolo[2,3-d]pyridazin-5-one